(3S)-6'-chloro-N,N-bis[(4-methoxyphenyl)methyl]-5-[[(1R,2R)-2-[(1S)-1-hydroxyallyl]cyclobutyl]methyl]spiro[2,4-dihydro-1,5-benzoxazepine-3,1'-tetralin]-7-sulfonamide ClC=1C=C2CCC[C@@]3(C2=CC1)COC1=C(N(C3)C[C@H]3[C@@H](CC3)[C@H](C=C)O)C=C(C=C1)S(=O)(=O)N(CC1=CC=C(C=C1)OC)CC1=CC=C(C=C1)OC